NC1=NC=2C=C(C(=CC2C2=C1C=NN2C)C(=O)N2[C@H](COC[C@H]2C)C=2N=NC(=CC2)OC(F)F)F (4-amino-7-fluoro-1-methyl-1H-pyrazolo[4,3-c]quinolin-8-yl)((3S,5R)-3-(6-(difluoromethoxy)-3-pyridazinyl)-5-methyl-4-morpholinyl)methanone